3-[4-methyl-3-cyclohexen-1-yl]-1-butanol CC1=CCC(CC1)C(CCO)C